(S)-2-((1-methylpyrrolidin-2-yl)methoxy)-7-(naphthalen-2-ylmethyl)imidazo[2,1-f][1,2,4]triazin-4-ol CN1[C@@H](CCC1)COC1=NN2C(C(=N1)O)=NC=C2CC2=CC1=CC=CC=C1C=C2